P(=O)(OCC1CCCO1)([O-])[O-] monotetrahydrofurfuryl phosphate